(R)-1-(2-(3-chloro-5-(4,4,5,5-tetramethyl-1,3,2-dioxaborolan-2-yl)phenyl)-4-(cyclopropanecarbonyl)piperazin-1-yl)prop-2-en-1-one ClC=1C=C(C=C(C1)B1OC(C(O1)(C)C)(C)C)[C@H]1N(CCN(C1)C(=O)C1CC1)C(C=C)=O